C(C)(C)(C)NC(O[C@H](COC1=NC=CC(=C1F)I)C)=O (S)-(1-((3-fluoro-4-iodopyridin-2-yl) oxy) propan-2-yl) tert-butylcarbamate